4-methyl-3-(1-(pyrazolo[1,5-a]pyrazin-3-yl)azetidin-3-yl)-N-(5-(trifluoromethyl)pyridin-3-yl)benzamide CC1=C(C=C(C(=O)NC=2C=NC=C(C2)C(F)(F)F)C=C1)C1CN(C1)C=1C=NN2C1C=NC=C2